1H,2H,3H,4H,5H-pyridine N1CCCCC1